O1CC=CC=C1.B(O)(O)O Borate-pyran